C(#N)CNC(C1=CC=C(C=C1)C=1C2=C(N=C(N1)NC1=CC(=C(C=C1)C1CCN(CC1)C)F)NC=C2)=O N-(Cyanomethyl)-4-(2-((3-fluoro-4-(1-methylpiperidin-4-yl)phenyl)amino)-7H-pyrrolo[2,3-d]pyrimidin-4-yl)benzamide